2-[3-tert-butyl-8-(morpholin-4-yl)pyrido[2,3-d][1,2,4]triazolo[4,3-b]pyridazin-6-yl]-N-(5-fluoropyridin-2-yl)acetamide C(C)(C)(C)C1=NN=C2N1N=C(C1=C2N=CC(=C1)N1CCOCC1)CC(=O)NC1=NC=C(C=C1)F